C(C1=CC=CC=C1)=C1CC2=CC(=C(C=C2C1(C)C)OC)OC 2-benzylidene-5,6-dimethoxy-3,3-dimethylindan